(2S,4R)-tert-Butyl 2-((R)-2-(6-bromopyridin-2-yl)-1-hydroxyethyl)-4-fluoropyrrolidine-1-carboxylate BrC1=CC=CC(=N1)C[C@@H](O)[C@H]1N(C[C@@H](C1)F)C(=O)OC(C)(C)C